C12(CC(C1)C2)CNC(=O)NCC2=CC(=NC=C2)OC(F)F 1-(1-bicyclo[1.1.1]pentanyl-methyl)-3-[[2-(difluoro-methoxy)pyridin-4-yl]methyl]urea